N(CCO)CCO.S(=O)(=O)(O)OCCCCCCCCCCCC lauryl alcohol sulfate diethanolamine salt